O=C1NC(CCC1N1C(C2=C(C=C(C=C2C1)CN1CCN(CC1)CC1=CC=C(C(=O)NC2=CC(=C(C=C2)C)NC2=NC=CC(=N2)C=2C=NC=CC2)C=C1)F)=O)=O 4-((4-((2-(2,6-dioxopiperidin-3-yl)-7-fluoro-1-oxoisoindolin-5-yl)methyl)piperazin-1-yl)methyl)-N-(4-methyl-3-((4-(pyridin-3-yl)pyrimidin-2-yl)amino)phenyl)benzamide